chroman-4-amine O1CCC(C2=CC=CC=C12)N